7-bromo-2,3-dihydrofurano[3,2-c]pyridin-3-amine BrC=1C2=C(C=NC1)C(CO2)N